1-(2,3-difluoro-6-methoxyphenyl)ethan-1-one FC1=C(C(=CC=C1F)OC)C(C)=O